N-(2-(1H-imidazol-1-yl)ethyl)-2-methyl-4,9-dioxo-4,9-dihydronaphtho[2,3-b]furan-3-carboxamide N1(C=NC=C1)CCNC(=O)C=1C2=C(OC1C)C(C1=CC=CC=C1C2=O)=O